CC1=NC(=CC=C1N1CCN(CC1)CC=1C=C2NC(C=3N(C2=C(C1)F)N=CC3C)=O)C(NC)=O 7-((4-(2-methyl-6-(methylcarbamoyl)pyridin-3-yl)piperazin-1-yl)methyl)-9-fluoro-3-methylpyrazolo[1,5-a]quinoxalin-4(5H)-one